6-fluoro-7-[3-(hydroxycarbamoyl)azetidin-1-yl]-4-oxo-1-(1,3-thiazol-2-yl)-1,4-dihydro-1,8-naphthyridine-3-carboxylic acid FC=1C=C2C(C(=CN(C2=NC1N1CC(C1)C(NO)=O)C=1SC=CN1)C(=O)O)=O